(R)-4-(4,4-diethyl-2-imino-6-oxotetrahydropyrimidin-1(2H)-yl)-N-((3S,4R)-3-hydroxychroman-4-yl)-2,2-dimethylchromane-6-carboxamide C(C)C1(NC(N(C(C1)=O)[C@@H]1CC(OC2=CC=C(C=C12)C(=O)N[C@H]1[C@@H](COC2=CC=CC=C12)O)(C)C)=N)CC